benzeneanilide C1(=CC=CC=C1)C(=O)NC1=CC=CC=C1